FC1=CC=C(C=C1)C1=C2C(=C(C(N(C2=NC=C1)CCN1CCOCC1)=O)C(=O)NC1CC2(CC2)C1)O (4-fluorophenyl)-4-hydroxy-1-(2-morpholinoethyl)-2-oxo-N-(spiro[2.3]hex-5-yl)-1,2-dihydro-1,8-naphthyridine-3-carboxamide